4-(4-(6-(((1R,4R,5R,6R)-6-fluoro-1-methyl-2-azabicyclo[2.2.1]heptan-5-yl)oxy)pyridazin-3-yl)-3-hydroxyphenyl)-1-methylpyridin-2(1H)-one F[C@H]1[C@@H]([C@H]2CN[C@@]1(C2)C)OC2=CC=C(N=N2)C2=C(C=C(C=C2)C2=CC(N(C=C2)C)=O)O